3-((2'-fluoro-[1,1'-biphenyl]-4-yl)oxy)-N-(4-hydroxyphenyl)propanamide FC1=C(C=CC=C1)C1=CC=C(C=C1)OCCC(=O)NC1=CC=C(C=C1)O